CC1(COCCN1C[C@@H]1NC[C@H](N(C1)C(=O)OC(C)(C)C)C)C tert-butyl (2R,5S)-5-((3,3-dimethylmorpholino)methyl)-2-methylpiperazine-1-carboxylate